4-(tert-Butoxymethyl)benzoic acid C(C)(C)(C)OCC1=CC=C(C(=O)O)C=C1